lauryl-5-methyl-2-furoate C(CCCCCCCCCCC)OC(=O)C=1OC(=CC1)C